ClC1=CC=C(C(=N1)N)I 6-chloro-3-iodo-pyridin-2-amine